1-(2-aminoethyl)-N-((1,2,3,5,6,7-hexahydro-s-indacen-4-yl)carbamoyl)-1H-pyrazole-4-sulfonimidamide NCCN1N=CC(=C1)S(=O)(NC(NC1=C2CCCC2=CC=2CCCC12)=O)=N